4-cyclohexen-3-one-13C [13CH2]1CC(C=CC1)=O